BrC1=NC(=C2N1C=CC=C2)C(=O)OCC ethyl 3-bromoimidazo[1,5-a]pyridine-1-carboxylate